2-(4-chloro-2-methylsulfanyl-phenyl)acetic acid ClC1=CC(=C(C=C1)CC(=O)O)SC